Trimethyl[2-[[5-methyl-4-(4-pyridyl)imidazol-1-yl]methoxy]ethyl]silane C[Si](CCOCN1C=NC(=C1C)C1=CC=NC=C1)(C)C